[1,2,4]triazolo[1,5-b]pyridazine N=1C=NN2N=CC=CC21